C1(=CC=CC=C1)S(=O)(=O)O.[F] fluorine phenyl-sulfonic acid